N-(4-(3-(4-chlorobenzyl)ureido)benzyl)methanesulfonamide Methyl-(2S)-4-(benzylamino)-1,6-dimethylpiperidine-2-carboxylate COC(=O)[C@H]1N(C(CC(C1)NCC1=CC=CC=C1)C)C.ClC1=CC=C(CNC(NC2=CC=C(CNS(=O)(=O)C)C=C2)=O)C=C1